3-[3-(3,5-dimethyl-1H-pyrazol-4-yl)-propoxy]-4-fluoro-benzoic acid CC1=NNC(=C1CCCOC=1C=C(C(=O)O)C=CC1F)C